C(CCCCC(C)C)C(C(=O)[O-])(S)CCCCCC(C)C.C(CCCCCCC)[Sn+2]CCCCCCCC.C(CCCCC(C)C)C(C(=O)[O-])(S)CCCCCC(C)C dioctyltin diisooctyl-thioglycolate